Tert-butyl 9-(3-oxopropyl)-3-azaspiro[5.5]undecane-3-carboxylate O=CCCC1CCC2(CCN(CC2)C(=O)OC(C)(C)C)CC1